F[C@@H]1CN(CC[C@@H]1O)C(=O)C=1C2=C(N(N1)CC(=O)N1CCN(CC1)C1CCCC3=CC=CC=C13)CCC2 2-(3-((3R,4S)-3-Fluoro-4-hydroxypiperidin-1-carbonyl)-5,6-dihydrocyclopenta[c]pyrazol-1(4H)-yl)-1-(4-(1,2,3,4-tetrahydronaphthalin-1-yl)piperazin-1-yl)ethanon